O.O.NC1=NC(=CC2=CC(=C(C=C12)OC)OC)CNCCCNC(=O)C1OCCC1 N-[3-[(1-amino-6,7-dimethoxy-3-isoquinolinyl)methylamino]propyl]tetrahydro-2-furancarboxamide dihydrate